2-(2-methoxypyridin-3-yl)-N-(methylaminothioformyl)-2-(4-(trifluoromethyl)pyridin-2-yl)acetamide COC1=NC=CC=C1C(C(=O)NC(=S)NC)C1=NC=CC(=C1)C(F)(F)F